(S)-2-ethyl-4-(4-methoxythieno[2',3':5,6]benzo[1,2-d]oxazol-7-yl)-4-oxobutanoic acid C(C)[C@H](C(=O)O)CC(=O)C1=CC2=C(C=C(C3=C2N=CO3)OC)S1